5-[4-(3-methyl-1H-pyrazol-4-yl)-3-(trifluoromethyl)phenyl]-3,6-dihydro-2H-1,3,4-oxadiazin-2-one CC1=NNC=C1C1=C(C=C(C=C1)C1=NNC(OC1)=O)C(F)(F)F